2-BROMO-4-CHLORO-5-METHYLBENZONITRILE BrC1=C(C#N)C=C(C(=C1)Cl)C